6-(4-carboxyphenyl)-3-pyridinecarboxylic acid C(=O)(O)C1=CC=C(C=C1)C1=CC=C(C=N1)C(=O)O